ClC1=C2C=C(NC2=CC=C1Cl)C(=O)N1CCN(CC1)C([C@@H]1NCCC1)=O (R)-(4,5-dichloro-1H-indol-2-yl)(4-prolylpiperazin-1-yl)methanone